ClC1=C(C=CC=C1)C=1SC(=CC1)[N+](=O)[O-] 2-(2-chlorophenyl)-5-nitrothiophene